C(C)(C)(C)OC(=O)C=1C=C(C=CC1)NC1(CCN(CC1)C(=O)OC(C)(C)C)C1=NN=C(N1)C1=NC=NC=C1 tert-butyl 4-[[3-(tert-butoxycarbonyl)phenyl]amino]-4-[5-(pyrimidin-4-yl)-4H-1,2,4-triazol-3-yl]piperidine-1-carboxylate